NC(CC(=O)OC(C)(C)C)C(=O)NCCCN=[N+]=[N-] Tert-butyl 3-amino-4-((3-azidopropyl)amino)-4-oxobutanoate